6-bromo-3-((8-methoxy-2-(6-methoxypyridin-3-yl)chroman-6-yl)methyl)pyrazolo[1,5-a]Pyridine BrC=1C=CC=2N(C1)N=CC2CC=2C=C1CCC(OC1=C(C2)OC)C=2C=NC(=CC2)OC